CC1=NC(=NO1)C1=CC=C2C=CN=C(C2=C1)NCCN1C(C=2C=C(C=NC2C=C1)C(=O)OC(C)(C)C)=O tert-Butyl 6-(2-{[7-(5-methyl-1,2,4-oxadiazol-3-yl)isoquinolin-1-yl]amino}ethyl)-5-oxo-5,6-dihydro-1,6-naphthyridine-3-carboxylate